bis[3-triethoxysilylpropyl]urea C(C)O[Si](CCCNC(NCCC[Si](OCC)(OCC)OCC)=O)(OCC)OCC